NC=1N=C(C(=NC1)C#CC1CCN(C2(CC2)C1)C(=O)OC(C)(C)C)Cl tertbutyl 7-((5-amino-3-chloropyrazin-2-yl)ethynyl)-4-azaspiro[2.5]octane-4-carboxylate